(2R,3R,4R,5R)-2-(2-amino-6-chloro-9H-purin-9-yl)-5-((isobutyryloxy)methyl)tetrahydrofuran-3,4-diyl bis(2-methylpropanoate) CC(C(=O)O[C@H]1[C@@H](O[C@@H]([C@H]1OC(C(C)C)=O)COC(C(C)C)=O)N1C2=NC(=NC(=C2N=C1)Cl)N)C